C1(=CC=CC=C1)CC(=O)NC1=CC=C(C=C1)C1=NNC(=C1C(=O)N)NC1=NC=CN=C1 3-(4-(2-phenylacetamido)phenyl)-5-(pyrazin-2-ylamino)-1H-pyrazole-4-carboxamide